C(#N)OC1=CC=CC2=CC=C(C=C12)OC#N 1,7-dicyanooxynaphthalene